C(C)(C)(C)OC(=O)N[C@H]1CN(CC[C@@H]2N(C1=O)[C@@H](CC2)C(N[C@@H](CCC(N)=O)C(NC(C2=CC=CC=C2)C2=CC=CC=C2)=O)=O)C(=O)OCC2=CC=CC=C2 benzyl (5S,8S,10aR)-5-[(tert-butoxycarbonyl)amino]-8-[[(1S)-3-carbamoyl-1-(diphenylmethylcarbamoyl)propyl]carbamoyl]-6-oxo-octahydropyrrolo[1,2-a][1,5]diazocine-3-carboxylate